BrC(C(=O)NCCCC[C@H](N)C(=O)O)(C)C N6-(2-bromo-2-methylpropanoyl)-L-lysine